(3R,5R)-5-[(5-chlorooxazolo[4,5-b]pyridin-2-yl)amino]-1-ethyl-piperidin-3-ol ClC1=CC=C2C(=N1)N=C(O2)N[C@@H]2C[C@H](CN(C2)CC)O